O[C@@H](CC(=O)N[C@@H](C)C1=CC(=CC=C1)OC(F)(F)F)C(C)(C)C (S)-3-hydroxy-4,4-dimethyl-N-[(1S)-1-[3-(trifluoromethoxy)phenyl]ethyl]pentanamide